CC1=C(SN=N1)C2=NNC3N2N=C(S3)C(Cl)(Cl)Cl The molecule is a triazolothiadiazole that is 1,7a-dihydro[1,2,4]triazolo[3,4-b][1,3,4]thiadiazole substituted by a 4-methyl-1,2,3-thiadiazol-5-yl group at position 3 and by a trichloromethyl group at position 6. It is a fungicide with a wide spectrum of activity and inhibits the enzymatic activity of pyruvate kinase. It has a role as a fungicide and an EC 2.7.1.40 (pyruvate kinase) inhibitor. It is a member of thiadiazoles, an organochlorine compound and a triazolothiadiazole.